5-Hydroxynonane OC(CCCC)CCCC